dihydroxy-1-methoxy-6-phenyl-5a,7,8,8a-tetrahydro-6H-cyclopenta[4,5]furo[3,2-c]pyridine-3-carbonitrile OC12C(C=3C(=NC(=C(C3O1)O)C#N)OC)CCC2C2=CC=CC=C2